C(CC)[NH2+]CCC di(1-propyl)ammonium